FC1=CC=C(C=C1)C=1C=C2C(=NC=NC2=C(C1)OC)NCC=1C=NC=C(C1)C(F)(F)F 6-(4-Fluorophenyl)-8-methoxy-N-[[5-(trifluoromethyl)-3-pyridyl]methyl]quinazolin-4-amine